N1=CC2N(C=C1)C(=O)OC2=O pyrazine-3,4-dicarboxylic anhydride